(S)-(2-(3-(3-chloropyridin-2-yloxy)pyrrolidin-1-yl)-5-(2-propylphenoxy)phenyl)methanol tertbutyl(2-(2-(2-(2-(4-azidophenoxy)ethoxy)ethoxy)ethoxy)ethyl)carbamate C(C)(C)(C)N(C(=O)OCC1=C(C=CC(=C1)OC1=C(C=CC=C1)CCC)N1C[C@H](CC1)OC1=NC=CC=C1Cl)CCOCCOCCOCCOC1=CC=C(C=C1)N=[N+]=[N-]